O[C@@H]1[C@@H](C2CCC(C1)N2C)C(=O)O (2R,3S)-3-Hydroxy-8-methyl-8-azabicyclo[3.2.1]octane-2-carboxylic acid